C1(CCCC1)NC1=CC=C(C=C1)[C@@H]1N(C2=CC=CC(=C2C[C@@H]1C(=O)NC1=CC(=C(C=C1)CO)C(F)(F)F)F)C(C1=C(C=CC=C1C)F)=O (2R,3S)-2-(4-(cyclopentylamino)phenyl)-5-fluoro-1-(2-fluoro-6-methylbenzoyl)-N-(4-(hydroxymethyl)-3-(trifluoromethyl)phenyl)-1,2,3,4-tetrahydroquinoline-3-carboxamide